tert-butyl 4-[[4-([[(4-chlorophenyl)methyl]carbamoyl]amino)phenyl]methyl]-3-oxopiperazine-1-carboxylate ClC1=CC=C(C=C1)CNC(=O)NC1=CC=C(C=C1)CN1C(CN(CC1)C(=O)OC(C)(C)C)=O